tert-butyl (S)-(4-((tert-butyldimethylsilyl)oxy)-1-hydroxybutan-2-yl)carbamate [Si](C)(C)(C(C)(C)C)OCC[C@@H](CO)NC(OC(C)(C)C)=O